C(CCCCCCC)OP(=O)([O-])[O-].[Na+].[Na+] disodium octylphosphate